FC1=C2CCN(C2=CC=C1[N+](=O)[O-])C(C)=O 1-(4-fluoro-5-nitroindolin-1-yl)ethan-1-one